C[C@@H]1C[C@@H](OCC1)C=C(C)C cis-4-methyl-2-(2-methyl-1-propenyl)tetrahydropyran